N1,N4-bis(2-(2,6-dichlorophenoxy)acetoxy)terephthalamide ClC1=C(OCC(=O)ONC(C2=CC=C(C(=O)NOC(COC3=C(C=CC=C3Cl)Cl)=O)C=C2)=O)C(=CC=C1)Cl